tert-Butyl 4-[4-[[3-[4-(difluoromethoxy)phenyl]imidazo[1,2-a]pyrazin-8-yl]amino]-2-methyl-benzoyl]piperazine-1-carboxylate FC(OC1=CC=C(C=C1)C1=CN=C2N1C=CN=C2NC2=CC(=C(C(=O)N1CCN(CC1)C(=O)OC(C)(C)C)C=C2)C)F